CC=1C=2C3=CC=NC(OCC(N4C=CC(S(NC(NC2C=2CCCC2C1)=O)(=O)=O)=N4)(C)C)=C3 3,19,19-trimethyl-21-oxa-14λ6-thia-11,13,18,23,27-pentaazapentacyclo[20.3.1.115,18.02,10.05,9]heptacosa-1(25),2(10),3,5(9),15(27),16,22(26),23-octaene-12,14,14-trione